2-(4-((2-acetamidothiazol-5-yl)methyl)piperazin-1-yl)-N-(4-chlorobenzo[d]thiazol-2-yl)acetamide C(C)(=O)NC=1SC(=CN1)CN1CCN(CC1)CC(=O)NC=1SC2=C(N1)C(=CC=C2)Cl